tert-butyl (3R,5R)-3-fluoro-5-((1-(4-fluoro-2-methoxyphenyl)pyrido[3,4-d]pyridazin-4-yl)amino)piperidine-1-carboxylate F[C@H]1CN(C[C@@H](C1)NC=1N=NC(=C2C1C=NC=C2)C2=C(C=C(C=C2)F)OC)C(=O)OC(C)(C)C